C(C)OC1=CC=C(NC2=CC=CC(=N2)S(=O)(=O)NC(=O)C=2C(=NC=CC2)N2C(CC(C2)C)(C)C)C=C1 N-[[6-(4-Ethoxyanilino)-2-pyridyl]sulfonyl]-2-(2,2,4-trimethylpyrrolidin-1-yl)pyridin-3-carboxamid